tert-Butyl (S)-(1-(2,4-dimethylbenzyl)-2-oxopyrrolidin-3-yl)carbamate CC1=C(CN2C([C@H](CC2)NC(OC(C)(C)C)=O)=O)C=CC(=C1)C